COC1=CC=C(CN2N=CC3=C(C2=O)C(=NN3C(CCOCC(=O)O)C)C(F)(F)F)C=C1 2-(3-(5-(4-methoxybenzyl)-4-oxo-3-(trifluoromethyl)-4,5-dihydro-1H-pyrazolo[3,4-d]pyridazin-1-yl)butoxy)acetic acid